N,N'-dimethylpyrimidinium C[N+]=1CN(C=CC1)C